C(C)(C)(C)N(C(O)=O)C1=NC(=C(N=C1)CNC=O)C1=CC=C(C=C1)C(C)(C)C.ClC1=C(C=CC(=C1)Cl)C1C(CC1)NC(C1=C(N=CC=C1)C(F)(F)F)=O N-[2-(2,4-dichlorophenyl)cyclobutyl]-2-(trifluoromethyl)nicotinamide tert-butyl-(6-(4-(tert-butyl)phenyl)-5-(formamidomethyl)pyrazin-2-yl)carbamate